N1CC(CCC1)C[SH4]C(=O)C (methyl) (piperidin-3-ylmethyl)-lambda6-sulfanyl ketone